ClC1=CC=C(C(=O)N(C)[C@H](CN2CCCC2)C2CC2)C=C1 (S)-4-Chloro-N-(1-cyclopropyl-2-(pyrrolidin-1-yl)ethyl)-N-methylbenzamide